2-[cyano(3-indolyl)methylene]-3-indolinone C(#N)C(=C1NC2=CC=CC=C2C1=O)C1=CNC2=CC=CC=C12